6-chloro-3-fluoro-1-((2-(trimethyl-silyl)ethoxy)methyl)-1H-pyrrolo[2,3-b]pyridin-5-ol ClC1=C(C=C2C(=N1)N(C=C2F)COCC[Si](C)(C)C)O